3-(1-ethoxyvinyl)-5-fluoropyridine-2-carboxylic acid methyl ester COC(=O)C1=NC=C(C=C1C(=C)OCC)F